[{(2S,6R)-6-(5-methyl-2,4-dioxo-3,4-dihydropyrimidin-1(2H)-yl)morpholin-2-yl}methyl]succinic acid CC=1C(NC(N(C1)[C@@H]1O[C@H](CNC1)CC(C(=O)O)CC(=O)O)=O)=O